1,14-Bis(4-pyridyl)-6,9-dioxa-3,12-dithiatetradecane N1=CC=C(C=C1)CCSCCOCCOCCSCCC1=CC=NC=C1